5-([1,2,4]Triazolo[1,5-a]pyridin-6-yl)-N-(4,4-difluorocyclohexyl)-7H-pyrrolo[2,3-d]pyrimidin-2-amine N=1C=NN2C1C=CC(=C2)C2=CNC=1N=C(N=CC12)NC1CCC(CC1)(F)F